tert-butyl ((2S,SR)-2-(((tert-butyldimethylsilyl)oxy)methyl)-3-oxabicyclo[4.1.0]heptan-5-yl)carbamate [Si](C)(C)(C(C)(C)C)OC[C@@H]1[C@H]2CC2C(CO1)NC(OC(C)(C)C)=O |&1:10|